2-Ethyl-6-pentylphenol C(C)C1=C(C(=CC=C1)CCCCC)O